2,2'-azobis-(2,4-dimethyl-valeronitrile) N(=NC(C#N)(CC(C)C)C)C(C#N)(CC(C)C)C